C(=O)(O)C12CCCC2CCC1 carboxybicyclo[3.3.0]octane